NCC=1SC=C(N1)C1=CC(=CC=2C=COC21)COC2=C(C=CC=C2)CC(=O)O 2-(2-((7-(2-(aminomethyl)thiazol-4-yl)benzofuran-5-yl)methoxy)phenyl)acetic acid